(S)-8-chloro-6-(((1-(2,6-difluorobenzyl)-1H-1,2,3-triazol-4-yl)(6-fluoro-2-methylpyridin-3-yl)methyl)amino)-4-(neopentylamino)quinoline-3-carbonitrile ClC=1C=C(C=C2C(=C(C=NC12)C#N)NCC(C)(C)C)N[C@@H](C=1C(=NC(=CC1)F)C)C=1N=NN(C1)CC1=C(C=CC=C1F)F